1,5-dioxazine O1NC=COC1